[Cl-].C(CCCCCCCCCCCCCCC)CCN1CCOCC1 cetylethyl-morpholine chloride